CC1=CC=C(C=C1)S(=O)(=O)OCC1CCC(CC1)C(=O)NCCCCN1C(=NC=2C1=C1C(=NC2N)C=C(S1)C)CCCC [4-({[4-(4-amino-2-butyl-7-methyl thieno[3,2-b]imidazo[4,5-d]pyridin-1-yl)butyl]amino}carbonyl)cyclohexyl]methyl 4-methylbenzenesulfonate